ClC1=NC=C(C(=C1)C1=C(C=NC(=C1)C)C(=O)NC=1SC(=NN1)C(N(C)C=1C=CC2=C(CCO2)C1)=O)OC 2'-chloro-N-{5-[(2,3-dihydro-1-benzofuran-5-yl)(methyl)carbamoyl]-1,3,4-thiadiazol-2-yl}-5'-methoxy-6-methyl-[4,4'-bipyridine]-3-carboxamide